FC1=CC=C(C=C1)C(N1C[C@@H](N(C[C@H]1COCC)C(=O)OC(C)(C)C)C)C1=CC=C(C=C1)F tert-butyl (2S,5S)-4-(bis(4-fluorophenyl) methyl)-5-(ethoxymethyl)-2-methylpiperazine-1-carboxylate